C(C1=CC=CC=C1)(=O)[O-].[NH4+].FC=1C=C(C=CC1F)N1C(CCC[C@H]1C1=NC2=C(N1C1CCC(CC1)(C)O)C=CC(=C2)C=2C(=NOC2C)C)=O (S)-1-(3,4-difluorophenyl)-6-(5-(3,5-dimethylisoxazol-4-yl)-1-((1S,4R)-4-hydroxy-4-methylcyclohexyl)-1H-benzo[d]imidazol-2-yl)piperidin-2-one ammonium benzoate